phenylvinylmethoxysilane C1(=CC=CC=C1)C=CCO[SiH3]